NC=1SC2=C(N1)C(=CC=C2F)C2=C(C=C1C(=NC(=NC1=C2F)OC[C@]21CCCN1C[C@@H](C2)F)O)C(F)(F)F 7-(2-amino-7-fluorobenzo[d]thiazol-4-yl)-8-fluoro-2-(((2R,7aS)-2-fluorotetrahydro-1H-pyrrolizin-7a(5H)-yl)methoxy)-6-(trifluoromethyl)quinazolin-4-ol